OC1=C(C=CC(=C1)OCCCCCCCC)C1=NC(=NC(=N1)C1=CC=C(C=C1)C)C1=CC=C(C=C1)C 2-(2-hydroxy-4-octyloxy-phenyl)-4,6-bis(4-methyl-phenyl)-1,3,5-triazine